2-[7-[5-[(1R)-1-(3,5-dichloro-4-pyridyl)ethoxy]-1H-indazol-3-yl]-2,3-dihydro-pyrido[2,3-b][1,4]oxazin-1-yl]-N,N-dimethyl-ethanamine ClC=1C=NC=C(C1[C@@H](C)OC=1C=C2C(=NNC2=CC1)C1=CC2=C(OCCN2CCN(C)C)N=C1)Cl